6-fluoropyridine-2-boronic acid pinacol ester FC1=CC=CC(=N1)B1OC(C)(C)C(C)(C)O1